3-(1-oxo-5-(((1R,2S)-2-(3-(pyridazin-3-yloxy)azetidin-1-yl)cyclohexyl)oxy)isoindolin-2-yl)piperidine-2,6-dione O=C1N(CC2=CC(=CC=C12)O[C@H]1[C@H](CCCC1)N1CC(C1)OC=1N=NC=CC1)C1C(NC(CC1)=O)=O